FC1(CCN(CC1)CCCCCCCC(=O)NC1=CC(=CC=C1)C1C(NC(CC1)=O)=O)F 8-(4,4-difluoropiperidin-1-yl)-N-(3-(2,6-dioxopiperidin-3-yl)phenyl)octanamide